C(#N)C1=CC(=C(C=C1)NS(=O)(=O)C1=CNC(=C1)C1=C(C=CC(=C1)Cl)Cl)F N-(4-cyano-2-fluoro-phenyl)-5-(2,5-dichlorophenyl)-1H-pyrrole-3-sulfonamide